P(=O)(OC(CO)CO)([O-])[O-] 1,3-dihydroxypropan-2-yl phosphate